2-Ethyl-1,4-cyclohexandiol C(C)C1C(CCC(C1)O)O